C(C)(C)(C)OC(NC(C)(C1=CC=C(C=C1)N1N=C(C=C1)[N+](=O)[O-])C)=O.CC=1C=C(C=C(C1)C)C(CCCCP)C1=CC(=CC(=C1)C)C bis(3,5-dimethylphenyl)pentylphosphine tert-butyl-N-[1-methyl-1-[4-(3-nitropyrazol-1-yl)phenyl]ethyl]carbamate